BrC1=CC=C2C(=NC(=NC2=C1F)Cl)C=1C(=NN2C1CNCCC2)C(=O)N(C)C (7-bromo-2-chloro-8-fluoroquinazolin-4-yl)-N,N-dimethyl-5,6,7,8-tetrahydro-4H-pyrazolo[1,5-a][1,4]diazepine-2-carboxamide